5-bromo-6-((tetrahydrofuran-3-yl)oxy)pyridin BrC=1C=CC=NC1OC1COCC1